C(C)OC1=C(C=C2CN(C(C2=C1)=O)CC1=CC=C(C=C1)F)C(=O)NC[C@@H](O)[C@H]1N(CC2=CC=CC=C2C1)C(=O)OC(C)(C)C tert-butyl (S)-3-((R)-2-(6-ethoxy-2-(4-fluorobenzyl)-1-oxoisoindoline-5-carboxamido)-1-hydroxyethyl)-3,4-dihydroisoquinoline-2(1H)-carboxylate